((1-((dimethylamino)methyl)cyclopropyl)methyl)pyridin CN(C)CC1(CC1)CC1=NC=CC=C1